ClC1=C(CNC(=O)[C@@]2(C=3C=CC=NC3[C@@H](CC2)O)F)C=CC(=C1)C (5R,8R)-N-(2-chloro-4-methylbenzyl)-5-fluoro-8-hydroxy-5,6,7,8-tetra-hydroquinoline-5-carboxamide